[4-fluoro-3-(1,2,4-triazol-4-yl)phenyl]methanone FC1=C(C=C(C=C1)C=O)N1C=NN=C1